C(C1=CN=CC=C1)N[C@@H](CCSC)C(=O)O nicotinyl-methionine